N1=C(C=CC=C1)NC1(CCC1)CC(=O)O 2-{1-[(pyridin-2-yl)-amino]cyclobutyl}-acetic acid